diphenyl-4-t-butoxyphenylsulfonium nonafluoro-n-butanesulfonate FC(C(C(C(S(=O)(=O)[O-])(F)F)(F)F)(F)F)(F)F.C1(=CC=CC=C1)[S+](C1=CC=C(C=C1)OC(C)(C)C)C1=CC=CC=C1